4-bromobenzene-2,3,5,6-d BrC1=C(C(=CC(=C1[2H])[2H])[2H])[2H]